C(C1=CC=CC=C1)NC(=N)NC(=N)NCC1=CC=CC=C1 1,5-dibenzyl-biguanide